1-[3-(aminomethyl)-5-chloro-phenyl]-3-[[2-(2,6-dioxo-3-piperidyl)-1-oxo-isoindolin-5-yl]methyl]urea NCC=1C=C(C=C(C1)Cl)NC(=O)NCC=1C=C2CN(C(C2=CC1)=O)C1C(NC(CC1)=O)=O